chloro-6-(2-fluoroethoxy)-7H-pyrrolo[2,3-d]pyrimidine ClC=1N=CC2=C(N1)NC(=C2)OCCF